C(#N)C1=C(C(=C(C(=O)N)C=C1)C1=C2CN(CC2=CC(=C1)C#N)C#N)F cyano-2-(2,6-dicyanoisoindolin-4-yl)-3-fluorobenzamide